(((1s,4s)-4-(1H-imidazol-1-yl)cyclohexyl)oxy)-7-morpholino-1,6-naphthyridin-3-amine N1(C=NC=C1)C1CCC(CC1)OC1=NC2=CC(=NC=C2C=C1N)N1CCOCC1